NC(/C(=C/N1N=C(N=C1)C1=CC(=NC(=C1)C(F)(F)F)C(F)(F)F)/C=1C=NC(=NC1)NC(OC(C)(C)C)=O)=O tert-butyl (E)-(5-(3-amino-1-(3-(2,6-bis(trifluoromethyl)pyridin-4-yl)-1H-1,2,4-triazol-1-yl)-3-oxoprop-1-en-2-yl)pyrimidin-2-yl)carbamate